2-Tert-butyl-3-((2-amino-3-bromo-6-fluoro-5-(methoxycarbonyl)phenyl)ethynyl)-5,6-dihydropyridine-1(2H)-carboxylate C(C)(C)(C)C1N(CCC=C1C#CC1=C(C(=CC(=C1F)C(=O)OC)Br)N)C(=O)[O-]